2-chloro-N-[2-{1-[(2E)-3-(4-chlorophenyl)propan-2-En-1-yl]piperidin-4-yl}-4-(trifluoromethyl)phenyl]isonicotinamide ClC=1C=C(C(=O)NC2=C(C=C(C=C2)C(F)(F)F)C2CCN(CC2)C\C=C\C2=CC=C(C=C2)Cl)C=CN1